[N-](S(=O)(=O)C(F)(F)F)S(=O)(=O)C(F)(F)F.[K+] Kalium trifluoromethanesulfonimide